C(#C)C1=C2C(=CC(=CC2=CC=C1F)O)C1=C(C=C2C(=NC(=NC2=C1F)OC[C@]12CCCN2C[C@@H](C1)F)N1CCOCCC1)SC(F)(F)F 5-ethynyl-6-fluoro-4-(8-fluoro-2-(((2R,7aS)-2-fluorotetrahydro-1H-pyrrolizin-7a(5H)-yl)methoxy)-4-(1,4-oxazepan-4-yl)-6-((trifluoromethyl)thio)quinazolin-7-yl)naphthalen-2-ol